4-(3-(3-ethoxyphenyl)pyrazolo[1,5-a]pyrimidin-5-yl)piperazine-1-carboxylic acid isopropyl ester C(C)(C)OC(=O)N1CCN(CC1)C1=NC=2N(C=C1)N=CC2C2=CC(=CC=C2)OCC